7-(Cyclohexylamino)-N-(3-(2,6-dioxopiperidin-3-yl)phenyl)heptylamide C1(CCCCC1)NC(CCCCCC[NH-])C1=CC(=CC=C1)C1C(NC(CC1)=O)=O